(1R,9aR)-octahydro-2H-quinolizin-1-amine hydrochloride Cl.[C@H]1(CCCN2CCCC[C@H]12)N